O\N=C\C=1C(=C(C(=O)OCC)C=CC1SC)C (E)-ethyl 3-((hydroxyimino)methyl)-2-methyl-4-(methylthio)benzoate